1-(4-Amino-2-(1H-tetrazol-5-yl)phenyl)pentan-1-ol triethylamine salt C(C)N(CC)CC.NC1=CC(=C(C=C1)C(CCCC)O)C1=NN=NN1